CC1(COCC2=CC=CC=C12)C(=O)O 4-methylisochromane-4-carboxylic acid